benzyl (2-(4-(4-fluorophenyl)-6-(((1R,5S,6s)-3-(1-methyl-3-(thiazol-4-yl)-1H-pyrazole-5-carbonyl)-3-azabicyclo[3.1.0]hexan-6-yl)oxy)pyridin-2-yl)propan-2-yl)carbamate FC1=CC=C(C=C1)C1=CC(=NC(=C1)OC1[C@@H]2CN(C[C@H]12)C(=O)C1=CC(=NN1C)C=1N=CSC1)C(C)(C)NC(OCC1=CC=CC=C1)=O